[Si](C1=CC=CC=C1)(C1=CC=CC=C1)(C(C)(C)C)O[C@@H]1C[C@@H]([C@@H](C1)C(=O)O)C |r| (±)-(1R*,2S*,4R*)-4-((tert-butyldiphenylsilyl)oxy)-2-methylcyclopentane-1-carboxylic acid